2-amino-2-(2'-methyl-[1,1'-biphenyl]-4-yl)acetic acid NC(C(=O)O)C1=CC=C(C=C1)C1=C(C=CC=C1)C